4-(azetidin-3-ylmethyl)-1-[(1S)-2-benzyloxy-1-methyl-ethyl]piperidine N1CC(C1)CC1CCN(CC1)[C@H](COCC1=CC=CC=C1)C